1-[(2R,6R)-6-(hydroxymethyl)-6-(triisopropylsiloxymethyl)-1,4-dioxan-2-yl]-5-methyl-pyrimidine-2,4-dione OC[C@@]1(COC[C@@H](O1)N1C(NC(C(=C1)C)=O)=O)CO[Si](C(C)C)(C(C)C)C(C)C